(S)-1-(5-((2-fluorophenyl)thio)pyrazin-2-yl)-4'H,6'H-spiro[piperidine-4,5'-pyrrolo[1,2-b]pyrazol]-4'-amine FC1=C(C=CC=C1)SC=1N=CC(=NC1)N1CCC2([C@@H](C=3N(N=CC3)C2)N)CC1